CN1C(N(C2=C1C(=CC=C2)N2CCC(CC2)=O)C2C(NC(CC2)=O)=O)=O 3-(3-Methyl-2-oxo-4-(4-oxopiperidin-1-yl)-2,3-dihydro-1H-benzo[d]imidazol-1-yl)piperidine-2,6-dione